2-(3-chloropropyl)-3-(difluoromethylene)pyrrolidine ClCCCC1NCCC1=C(F)F